C(C=C)(=O)N1C[C@H](OC[C@@H]1CO)C1=CC(=NC(=C1)Cl)C1=CC(=NC=C1)C(=O)NC trans-4-(4-acryloyl-5-(hydroxymethyl)morpholin-2-yl)-6-chloro-N-methyl-[2,4'-bipyridine]-2'-carboxamide